C(C)(C)C=1N=C(C2=CC3=C(C=C2C1C1=CC=C(C=C1)OC)C=NN3)N=S(=O)(C)C ((6-isopropyl-5-(4-methoxyphenyl)-1H-pyrazolo[4,3-g]isoquinolin-8-yl)imino)dimethyl-λ6-sulfanone